(1-((4'-(6-chloro-2-(((3r,3ar,6r,6ar)-6-hydroxyhexahydrofuro[3,2-b]furan-3-yl)oxy)-1H-imidazo[4,5-b]pyridin-5-yl)-[1,1'-biphenyl]-4-yl)methyl)azetidin-3,3-diyl)dimethanol ClC=1C=C2C(=NC1C1=CC=C(C=C1)C1=CC=C(C=C1)CN1CC(C1)(CO)CO)N=C(N2)O[C@H]2[C@@H]1[C@H](OC2)[C@@H](CO1)O